((2S,3R,4R,SR)-5-(4-Amino-5-iodo-7H-pyrrolo[2,3-d]pyrimidin-7-yl)-3,4-bis((tertbutyldimethylsilyl)oxy)tetrahydrofuran-2-yl)methanethiol NC=1C2=C(N=CN1)N(C=C2I)[C@@H]2[C@@H]([C@@H]([C@H](O2)CS)O[Si](C)(C)C(C)(C)C)O[Si](C)(C)C(C)(C)C |&1:11|